(S)-N-(8,9-difluoro-6-oxo-1,2,3,4,5,6-hexahydrobenzo[c][1,7]naphthyridin-1-yl)-6-(difluoromethyl)-5-fluoro-N-methyl-1H-indole-2-carboxamide FC=1C(=CC2=C(C(NC=3CNC[C@H](C23)N(C(=O)C=2NC3=CC(=C(C=C3C2)F)C(F)F)C)=O)C1)F